C(C=C)OC1=CC=C(C(=C1C1CN=C(C1)NNC(CC(C)(C)O)=O)Cl)Cl N'-(3-(6-(allyloxy)-2,3-dichlorophenyl)-3,4-dihydro-2H-pyrrol-5-yl)-3-hydroxy-3-methylbutyryl-hydrazine